BrC=1C=CC(=NC1)C1=NC=C(C=C1)Br 5,5'-Dibromo-2,2'-bipyridine